C(C)S(=O)(=O)C(C)CC 2-(ethanesulfonyl)butane